C(C1=CC=CC=C1)OC(=O)N[C@@H](CCCC(=O)O)C(=O)OC (S)-5-(((benzyloxy)carbonyl)amino)-6-methoxy-6-oxohexanoic acid